Tri-n-butylphosphine tetrafluoroborate F[B-](F)(F)F.C(CCC)P(CCCC)CCCC